O=C(C(=O)OCC)CC(C12OCC(CC1)(CC2)COC2OCCCC2)=O Ethyl 2,4-dioxo-4-(4-(((tetrahydro-2H-pyran-2-yl)oxy)methyl)-2-oxabicyclo[2.2.2]octan-1-yl)butanoate